C(C#C)N=C=NC1=CC=CC=C1 N-propargyl-N'-phenylcarbodiimide